3-ethoxy-4-(4-ethylpiperazin-1-yl)aniline (3-methyloxetan-3-yl)methyl-(E)-3-(1-(3,5-bis(trifluoromethyl)benzyl)-1H-pyrrolo[2,3-b]pyridin-3-yl)-2-cyanoacrylate CC1(COC1)COC(\C(=C\C1=CN(C2=NC=CC=C21)CC2=CC(=CC(=C2)C(F)(F)F)C(F)(F)F)\C#N)=O.C(C)OC=2C=C(N)C=CC2N2CCN(CC2)CC